1-bromo-3-(1H-pyrazol-4-yl)imidazo[1,5-a]pyrazin-8-amine BrC=1N=C(N2C1C(=NC=C2)N)C=2C=NNC2